P(=O)(OC(C1=C(C(=CC=C1)CC1=CC(=CC=C1)OCC1=CC=CC=C1)Cl)(C1=CC=CC=C1)C1=CC=CC=C1)([O-])[O-] 3-benzyloxy-benzylchlorotrityl phosphate